4-[2-(6-chloro-3-pyridyl)ethoxy]butanoic acid ClC1=CC=C(C=N1)CCOCCCC(=O)O